ClC1=NC(=NC2=NC=C(N=C12)O)C 4-chloro-2-methylpteridin-6-ol